4-(2-methoxypyridin-3-yl)-2-(methylthio)-6-(trifluoromethyl)pyrimidine COC1=NC=CC=C1C1=NC(=NC(=C1)C(F)(F)F)SC